FC1=CC=C(C=C1)C1(CCN(CC1)C)C(=O)OC methyl 4-(4-fluorophenyl)-1-methylpiperidine-4-carboxylate